6-[6-(3-cyclopropyl-1,2,4-triazol-1-yl)-2-azaspiro[3.3]heptane-2-carbonyl]-N-(4-fluorobenzyl)-2,6-diazaspiro[3.3]heptane-2-sulfonamide C1(CC1)C1=NN(C=N1)C1CC2(CN(C2)C(=O)N2CC3(CN(C3)S(=O)(=O)NCC3=CC=C(C=C3)F)C2)C1